1,1'-(10-butyl-10H-phenothiazine-3,7-diyl)dibutyn-1-one C(CCC)N1C2=CC=C(C=C2SC=2C=C(C=CC12)C(C#CC)=O)C(C#CC)=O